BrC(C(=O)O)CC(=O)C1=CN=CN1 bromo-β-(5-imidazoloyl)propionic acid